2-[(2E)-2-(aminomethyl)-3-fluoroprop-2-en-1-yl]-4-({5-[4-(tetrahydro-2H-pyran-4-yl)phenyl]thiophen-2-yl}methyl)-2,4-dihydro-3H-1,2,4-triazol-3-one hydrochloride Cl.NC/C(/CN1N=CN(C1=O)CC=1SC(=CC1)C1=CC=C(C=C1)C1CCOCC1)=C\F